BrC1=CC=C(C=C1)NS(=O)(=O)C=1C=C(C(=O)NC2=CC=C(C=C2)Cl)C=CC1OC 3-(N-(4-bromophenyl)sulfamoyl)-N-(4-chlorophenyl)-4-methoxybenzamide